COC1=C(C(=CC(=C1)OC)OC)N1N=CC=C1 1-(2,4,6-trimethoxyphenyl)-pyrazole